Cl.ClC1=CC=C(C=C1)C1COC2=C(O1)C=CC=C2C2CCNCC2 4-(2-(4-chlorophenyl)-2,3-dihydrobenzo[b][1,4]dioxin-5-yl)piperidine hydrochloride